COC1=C(C=C(C=C1)[N+](=O)[O-])S(=O)(=O)Cl 2-methoxy-5-nitrobenzenesulfonyl chloride